NC1=CC(=C(C(=O)OC)C=C1NCC1(CC1)CF)F Methyl 4-amino-2-fluoro-5-(((1-(fluoromethyl)cyclopropyl)methyl)amino)benzoate